C(C)(C)(C)OC(=O)O[C@@H]1[C@H]([C@H](N(C1)C(=O)OC(C)(C)C)CC1=CC=C(C=C1)OC)OC(CC1=CC=CC=C1)=O tert-butyl (2R,3S,4S)-4-[(tert-butoxycarbonyl)oxy]-2-[(4-methoxyphenyl) methyl]-3-[(2-phenylacetyl)oxy]pyrrolidine-1-carboxylate